18-methyl-11-methyleneestra-2,4-dien-17β-ol CC[C@@]12[C@H](CC[C@H]1[C@@H]1CCC3=CC=CC[C@@H]3[C@H]1C(C2)=C)O